[4-[[(2S)-2-[[(2S)-2-[3-[2-(2,5-dioxopyrrol-1-yl)ethoxy]propanoylamino]-3-methyl-butanoyl]amino]-5-ureido-pentanoyl]amino]phenyl]methyl (4-nitrophenyl) carbonate C(OCC1=CC=C(C=C1)NC([C@H](CCCNC(=O)N)NC([C@H](C(C)C)NC(CCOCCN1C(C=CC1=O)=O)=O)=O)=O)(OC1=CC=C(C=C1)[N+](=O)[O-])=O